(s)-N5-tert-butyl-N7-(cyclobutylmethyl)-2-(1H-pyrazol-5-yl)thieno[3,2-b]Pyridine-5,7-diamine C(C)(C)(C)NC1=CC(=C2C(=N1)C=C(S2)C2=CC=NN2)NCC2CCC2